O(C1=CC=CC=C1)C1=C(C=CC=C1)C1=CC(=NN1COCC[Si](C)(C)C)C(=O)NC12CN(CC2CC1)C(=O)OC(C)(C)C tert-Butyl 1-(5-(2-phenoxyphenyl)-1-((2-(trimethylsilyl)ethoxy)methyl)-1H-pyrazole-3-carboxamido)-3-azabicyclo[3.2.0]heptane-3-carboxylate